2-amino-9-[(2R,6S)-6-[[bis(4-methoxyphenyl)-phenyl-methoxy]methyl]-6-(triisopropyl-siloxymethyl)-1,4-dioxan-2-yl]-1H-purin-6-one NC=1NC(C=2N=CN(C2N1)[C@@H]1O[C@](COC1)(CO[Si](C(C)C)(C(C)C)C(C)C)COC(C1=CC=CC=C1)(C1=CC=C(C=C1)OC)C1=CC=C(C=C1)OC)=O